ethyl (E)-2-((4-(((R,2R)-2-hydroxy-2-methylcyclopentyl)amino)-2-((1-(methylsulfonyl)piperidin-4-yl)amino)pyrimidin-5-yl)imino)acetate O[C@]1([C@@H](CCC1)NC1=NC(=NC=C1\N=C\C(=O)OCC)NC1CCN(CC1)S(=O)(=O)C)C